NC(C[C@@H](C1=NC(=NO1)C1(CC(C1)CO)N)NC(N[C@H](C(=O)O)[C@@H](C)O)=O)=O (2S,3R)-2-(3-((S)-3-amino-1-(3-(1-amino-3-(hydroxymethyl)cyclobutyl)-1,2,4-oxadiazol-5-yl)-3-oxopropyl)ureido)-3-hydroxybutyric acid